1-(3-chlorophenyl)-1H-pyrazole ClC=1C=C(C=CC1)N1N=CC=C1